Hydroxyphenylpropionamide OC(C(=O)N)(C)C1=CC=CC=C1